C(CCCCCCC\C=C/CCCCCC)(=O)OC[C@@H](OC(CCCCCCC\C=C/CCCCCC)=O)COP(=O)(O)OCCN 1,2-dipalmitoleoyl-sn-glycero-3-phosphoethanolamine